COC(=O)C1=C[C@H](CO1)NC(=O)C1(CC(=NO1)C1=CC(=CC=C1)F)C (3R)-3-[[3-(3-fluorophenyl)-5-methyl-4H-isoxazole-5-carbonyl]amino]-2,3-dihydrofuran-5-carboxylic acid methyl ester